8-bromo-6-chloro-3-cyclobutyl-2-methyl-pyrido[3,4-d]pyrimidin-4-one BrC1=NC(=CC2=C1N=C(N(C2=O)C2CCC2)C)Cl